2,4-bis(phenylthio)-1,3,2,4-dithiadiphosphetane 2,4-disulfide C1(=CC=CC=C1)SP1(SP(S1)(SC1=CC=CC=C1)=S)=S